((1-(4-(tert-butyl)phenyl)-2,2-difluorobut-3-en-1-yl)oxy)triethylsilane C(C)(C)(C)C1=CC=C(C=C1)C(C(C=C)(F)F)O[Si](CC)(CC)CC